CC1=C(C=CC=C1C1=CC=C(C=C1)N1C(C=CC=C1)=O)C1C(NC(CC1)=O)=O 3-[2-methyl-3-[4-(2-oxo-1-pyridyl)phenyl]phenyl]piperidine-2,6-dione